COC(=O)C1=C/C(/NC=C1)=C/N (2Z)-2-(aminomethylene)-1H-pyridine-4-carboxylic acid methyl ester